2-thiouridine 5'-triphosphate P(O)(=O)(OP(=O)(O)OP(=O)(O)O)OC[C@@H]1[C@H]([C@H]([C@@H](O1)N1C(=S)NC(=O)C=C1)O)O